CC=1C=NC(=C(C1)C(NC1CCN(CC1)C)=O)C 3,6-dimethyl-5-((1-methylpiperidin-4-yl)carbamoyl)pyridin